C(C)C(CP(O)(F)F)CCCC.P(OCC(CCCC)CC)(F)F 2-ethyl-1-hexyl difluorophosphite (2-ethyl-1-hexyl difluorophosphite)